2-Isocyano-N-(4-methoxyphenyl)-N-methylaniline [N+](#[C-])C1=C(N(C)C2=CC=C(C=C2)OC)C=CC=C1